trans-2-((4-(4-(4-Chlorophenyl)-5-isopropyl-4H-1,2,4-triazol-3-yl)cyclohexyl)oxy)pyridine ClC1=CC=C(C=C1)N1C(=NN=C1C(C)C)[C@@H]1CC[C@H](CC1)OC1=NC=CC=C1